N-(hydroxyacetyl)-L-phenylalanine methyl ester COC([C@@H](NC(CO)=O)CC1=CC=CC=C1)=O